2-(1H-pyrazol-4-yl)-4-(4-(6-(trifluoromethyl)imidazo[1,2-b]pyridazin-3-yl)pyridin-2-yl)morpholin N1N=CC(=C1)C1CN(CCO1)C1=NC=CC(=C1)C1=CN=C2N1N=C(C=C2)C(F)(F)F